2-(2-hydroxypropan-2-yl)-N-(4-(methylsulfonyl)but-3-en-2-yl)-4-phenoxypyrimidine-5-carboxamide OC(C)(C)C1=NC=C(C(=N1)OC1=CC=CC=C1)C(=O)NC(C)C=CS(=O)(=O)C